CN(CCCCC(=O)OC(CCC\C=C/CCCCC)C(CCC\C=C/CCCCC)CCC\C=C/CCCCC)C (6Z,16Z)-12-((Z)-dec-4-enyl)docosa-6,16-dien-11-yl 5-(dimethylamino)pentanoate